(alphaS)-leucyl-D-phenylalanine methyl ester COC([C@@H](NC([C@@H](N)CC(C)C)=O)CC1=CC=CC=C1)=O